(3-bromo-2-chloro-5,6,7,8-tetrahydronaphthalen-1-yl)methanol BrC=1C(=C(C=2CCCCC2C1)CO)Cl